4-methyl-1-(2-furyl)pyridinium CC1=CC=[N+](C=C1)C=1OC=CC1